O1CCC(CC1)=C(C)C=1C=CC(=NC1)C1(CC1)C(=O)N (5-(1-(tetrahydro-4H-pyran-4-ylidene)ethyl)pyridin-2-yl)cyclopropanecarboxamide